1-pyrrolidinoethylamine N1(CCCC1)C(C)N